tri-tertbutyl-phosphine Ethyl-8-bromo-3-formylindolizine-2-carboxylate C(C)OC(=O)C=1C=C2C(=CC=CN2C1C=O)Br.C(C)(C)(C)P(C(C)(C)C)C(C)(C)C